2-benzyl-N-[(1-methylcyclopentyl)methyl]-1H-benzimidazole-5-carboxamide C(C1=CC=CC=C1)C1=NC2=C(N1)C=CC(=C2)C(=O)NCC2(CCCC2)C